5-(benzyloxy)-2-fluoropyrazolo[1,5-a]pyridine C(C1=CC=CC=C1)OC1=CC=2N(C=C1)N=C(C2)F